FC1=C(C=CC(=C1)C)C=1N(C(=C(C1C(=O)OC)C(=C)C)C1=C2C(=NC=C1)N(C=C2)S(=O)(=O)C2=CC=CC=C2)COCC[Si](C)(C)C methyl 2-(2-fluoro-4-methylphenyl)-5-[1-(benzenesulfonyl)-1H-pyrrolo[2,3-b]pyridin-4-yl]-4-(prop-1-en-2-yl)-1-{[2-(trimethylsilyl) ethoxy] methyl}-1H-pyrrole-3-carboxylate